C(C)(C)(C)OC(=O)N1CC(C1)C1=CC2=C(C(CO2)(C)C)C=C1 3-(3,3-dimethyl-2,3-dihydrobenzofuran-6-yl)azetidine-1-carboxylic acid tert-butyl ester